2-methoxy-5-(1-methyl-1H-pyrazol-4-yl)-4-morpholinoaniline COC1=C(N)C=C(C(=C1)N1CCOCC1)C=1C=NN(C1)C